tert-butyl 5-(7-bromo-2-(3-(dimethylamino)-3-oxopropyl)-4-(3-(dimethylamino)azetidin-1-yl)-6-fluoro-8-iodo-1H-imidazo[4,5-c]quinolin-1-yl)-2-endo-azabicyclo[2.1.1]hexane-2-carboxylate BrC=1C(=CC=2C3=C(C(=NC2C1F)N1CC(C1)N(C)C)N=C(N3C3C1CC(N3C1)C(=O)OC(C)(C)C)CCC(=O)N(C)C)I